4-Hydroxy-2-methyl-6-morpholinyl-8-(6-(pyrrolidin-1-yl)pyridin-3-yl)pyrido[4,3-d]pyrimidine OC=1C2=C(N=C(N1)C)C(=CN(C2)N2CCOCC2)C=2C=NC(=CC2)N2CCCC2